[Si](C)(C)(C(C)(C)C)OC[C@@H]1CC[C@H](CC1)C(=O)O trans-4-[[tert-butyl(dimethyl)silyl]oxymethyl]cyclohexanecarboxylic acid